4-(6-methoxy-2-(3-(1-methyl-1H-pyrazol-3-yl)phenyl)-6-(2-(pyridin-2-yl)ethoxy)pyrimidin-4-yl)morpholine COC1(C=C(N=C(N1)C1=CC(=CC=C1)C1=NN(C=C1)C)N1CCOCC1)OCCC1=NC=CC=C1